tert-butyl 4-([1,1'-biphenyl]-4-yl)-2-formylquinoline-6-carboxylate C1(=CC=C(C=C1)C1=CC(=NC2=CC=C(C=C12)C(=O)OC(C)(C)C)C=O)C1=CC=CC=C1